3-((2-((4-(4-(dimethylamino)piperidin-1-yl)-3-methoxyphenyl)amino)-5-methylthieno[2,3-d]pyrimidine-4-yl)amino)phenol CN(C1CCN(CC1)C1=C(C=C(C=C1)NC=1N=C(C2=C(N1)SC=C2C)NC=2C=C(C=CC2)O)OC)C